1-(4-((4-(3-(1-acetylpiperidin-3-yl)phenyl)-5-fluoropyrimidin-2-yl)amino)piperidin-1-yl)ethan-1-one C(C)(=O)N1CC(CCC1)C=1C=C(C=CC1)C1=NC(=NC=C1F)NC1CCN(CC1)C(C)=O